maleimidobutyryl-oxysulfosuccinimide C1(C=CC(N1CCCC(=O)OC1(C(=O)NC(C1)=O)S(=O)(=O)O)=O)=O